BrC=1C(=C(CNCCCNC2=CC(C3=C(N2)C=CS3)=O)C=C(C1)Br)OCCC1=CC=C(C=C1)OC 5-(3-{3,5-dibromo-2-[2-(4-methoxy-phenyl)-ethoxy]-benzylamino}-propylamino)-4H-thieno[3,2-b]pyridin-7-one